6-bromo-3-(2,6-dibenzyl-oxy-3-pyridyl)-1-methylindazole BrC1=CC=C2C(=NN(C2=C1)C)C=1C(=NC(=CC1)OCC1=CC=CC=C1)OCC1=CC=CC=C1